1,4-bis[4-(4-aminophenoxy)phenoxy]benzene NC1=CC=C(OC2=CC=C(OC3=CC=C(C=C3)OC3=CC=C(C=C3)OC3=CC=C(C=C3)N)C=C2)C=C1